BrC=1C=CC(=C(OCCN2CCCC2)C1)C=1OC2=C(C=CC(=C2C(C1)=O)C(F)(F)F)Cl (3R)-1-[2-[5-Bromo-2-[8-chloro-4-oxo-5-(trifluoromethyl)chromen-2-yl]phenoxy]ethyl]pyrrolidin